ethyl 2-((2-aminoethyl)(methyl)amino)acetate hydrochloride Cl.NCCN(CC(=O)OCC)C